(5-(Benzo[d]thiazol-6-yl)-1-(6-methylpyridin-2-yl)-1H-pyrazol-3-yl)carbamic acid tert-butyl ester C(C)(C)(C)OC(NC1=NN(C(=C1)C1=CC2=C(N=CS2)C=C1)C1=NC(=CC=C1)C)=O